nitrophenylenediamine [N+](=O)([O-])NC1=C(C=CC=C1)N